C1(=CC=CC=C1)N(C(\C=C\C1=CC=CC=C1)=O)C1COCC1 (E)-N,3-diphenyl-N-tetra-hydrofuran-3-yl-prop-2-enamide